C(C)OC(C(C1=C2N(C=N1)C[C@@H](C2)F)N2N=C1C(=C(C=C(C1=C2)Cl)C2=CC=C(C=C2)CN(C)C)Cl)=O (4,7-dichloro-6-(4-((dimethylamino)methyl)phenyl)-2H-indazol-2-yl)-2-((R)-6-fluoro-6,7-dihydro-5H-pyrrolo[1,2-c]imidazol-1-yl)acetic acid ethyl ester